C(#N)C[C@@H]1N(CCN(C1)C1=NC(=NC=2C[C@]3(CCC12)CC1=CC=CC=C1CC3)S(=O)C)C(=O)OC(C)(C)C tert-butyl (2S)-2-(cyanomethyl)-4-((2R)-2'-(methylsulfinyl)-3,4,5',8'-tetrahydro-1H,6'H-spiro[naphthalene-2,7'-quinazolin]-4'-yl)piperazine-1-carboxylate